2-[ETHYL(2-FORMYLPHENYL)AMINO]-N-(PROPAN-2-YL)ACETAMIDE C(C)N(CC(=O)NC(C)C)C1=C(C=CC=C1)C=O